((3-cyano-6-fluoropyridin-2-yl)thio)acetic acid benzyl ester C(C1=CC=CC=C1)OC(CSC1=NC(=CC=C1C#N)F)=O